(1R,5S)-9-azabicyclo[3.3.1]nonan-3-yl 2,3-dihydro-1H-pyrrolo[1,2-a]indole-9-carboxylate C1CCN2C1=C(C=1C=CC=CC21)C(=O)OC2C[C@H]1CCC[C@@H](C2)N1